N-(4-((3-chloro-5-(trifluoromethyl)pyridin-2-yl)amino)-3-(1-methyl-1H-imidazol-4-yl)phenyl)acrylamide ClC=1C(=NC=C(C1)C(F)(F)F)NC1=C(C=C(C=C1)NC(C=C)=O)C=1N=CN(C1)C